N-(2-chloro-4-(1-methyl-1H-pyrazol-4-yl)phenyl)-N-(trans-4-((5-cyanopyridin-2-yl)amino)cyclohexyl)acetamide ClC1=C(C=CC(=C1)C=1C=NN(C1)C)N(C(C)=O)[C@@H]1CC[C@H](CC1)NC1=NC=C(C=C1)C#N